(R)-N-(((S)-2-fluoro-1,2,3,5,6,7-hexahydro-s-indacen-4-yl)carbamoyl)-2,2-dimethyl-N'-trityl-2,3-dihydropyrazolo[5,1-b]oxazole-7-sulfonimidamide F[C@H]1CC2=CC=3CCCC3C(=C2C1)NC(=O)N[S@](=O)(=NC(C1=CC=CC=C1)(C1=CC=CC=C1)C1=CC=CC=C1)C=1C=NN2C1OC(C2)(C)C